C1(=CC=CC=C1)NNC(=O)C1=CC=NC=C1 N'-phenyl-4-pyridinecarboxylic acid hydrazide